bis-fluorosulfide FSF